N-(1-(2,3-dihydroxypropyl)-6-fluoro-2-(1-hydroxy-2-methylpropan-yl)-1H-indol-5-yl)-cyclopropanecarboxamide OC(CN1C(=CC2=CC(=C(C=C12)F)NC(=O)C1CC1)C(C(C)C)O)CO